6-Chlorothiazolo[4,5-c]pyridine-2-carboxylic acid ethyl ester C(C)OC(=O)C=1SC2=C(C=NC(=C2)Cl)N1